FC(CC1N(C(CC12CCN(CC2)C2=CN=C1C(=N2)N(N=C1)CC(F)F)=O)C1=CC(=NC=C1)C(F)(F)F)F 1-(2,2-difluoroethyl)-8-(1-(2,2-difluoroethyl)-1H-pyrazolo[3,4-b]pyrazin-6-yl)-2-(2-(trifluoromethyl)pyridin-4-yl)-2,8-diazaspiro[4.5]decan-3-one